N-[4-(2-methyl-3-pyridinyl)thiazol-2-yl]-6-morpholino-pyridine-3-carboxamide CC1=NC=CC=C1C=1N=C(SC1)NC(=O)C=1C=NC(=CC1)N1CCOCC1